ClC=1C=C(CNC2=NC=NC3=CC(=C(C=C23)OC2CCN(CC2)C(C=C)=O)OC)C=CC1F 1-(4-((4-((3-chloro-4-fluorobenzyl)amino)-7-methoxy-quinazolin-6-yl)oxy)piperidin-1-yl)prop-2-en-1-one